2,6-Dichloronicotinonitrile ClC1=C(C#N)C=CC(=N1)Cl